1-(2,5-dimethyl-4-(4-(trifluoromethyl)piperidin-1-yl)phenyl)cyclohexane-1,4-diamine CC1=C(C=C(C(=C1)N1CCC(CC1)C(F)(F)F)C)C1(CCC(CC1)N)N